C1C(CC12CC(C2)C(=O)O)C(=O)O Spiro[3.3]heptane-2,6-dicarboxylic acid